2-(6-(4-(3-((2-tert-butoxy-2-oxoethyl)(tert-butoxycarbonyl)amino)propylcarbamoyl)-phenyl)quinoline-4-carboxamido)acetic Acid C(C)(C)(C)OC(CN(CCCNC(=O)C1=CC=C(C=C1)C=1C=C2C(=CC=NC2=CC1)C(=O)NCC(=O)O)C(=O)OC(C)(C)C)=O